FC1(C(C2=C(C=CC(=C2C1)OC1C(N(CCC1)C)=O)SC(F)(F)F)=O)F ((2,2-difluoro-1-oxo-7-(trifluoromethylsulfanyl)-2,3-dihydro-1H-inden-4-yl)oxy)-1-methylpiperidin-2-one